The molecule is a heparin decasaccharide consisting of 4-deoxy-2-O-sulfo-alpha-L-threo-hex-4-enopyranuronosyl, 2-deoxy-6-O-sulfo-2-(sulfoamino)-alpha-D-glucopyranosyl, 2-O-sulfo-alpha-L-idopyranuronosyl, 2-deoxy-6-O-sulfo-2-(sulfoamino)-alpha-D-glucopyranosyl, 2-O-sulfo-alpha-L-idopyranuronosyl, 2-deoxy-6-O-sulfo-2-(sulfoamino)-alpha-D-glucopyranosyl, beta-D-glucopyranuronosyl, 2-deoxy-6-O-sulfo-2-(sulfoamino)-alpha-D-glucopyranosyl, 2-O-sulfo-alpha-L-idopyranuronosyl, and 2-deoxy-6-O-sulfo-2-(sulfoamino)-alpha-D-glucopyranose units joined in sequence by (1->4) linkages. Sequence: DUAp2S-(1-4)-a-D-GlcNpS6S-(1-4)-a-L-IdoAp2S-(1-4)-a-D-GlcNpS6S-(1-4)-a-L-IdoAp2S-(1-4)-a-D-GlcNpS6S-(1-4)-b-D-GlcAp-(1-4)-a-D-GlcNpS6S-(1-4)-a-L-IdoAp2S-(1-4)-a-D-GlcNpS6S. It is a heparin decasaccharide, an oligosaccharide sulfate and an amino decasaccharide. C1=C(O[C@H]([C@@H]([C@H]1O)OS(=O)(=O)O)O[C@@H]2[C@H](O[C@@H]([C@@H]([C@H]2O)NS(=O)(=O)O)O[C@H]3[C@@H]([C@H]([C@@H](O[C@H]3C(=O)O)O[C@@H]4[C@H](O[C@@H]([C@@H]([C@H]4O)NS(=O)(=O)O)O[C@H]5[C@@H]([C@H]([C@@H](O[C@H]5C(=O)O)O[C@@H]6[C@H](O[C@@H]([C@@H]([C@H]6O)NS(=O)(=O)O)O[C@H]7[C@@H]([C@H]([C@@H](O[C@@H]7C(=O)O)O[C@@H]8[C@H](O[C@@H]([C@@H]([C@H]8O)NS(=O)(=O)O)O[C@H]9[C@@H]([C@H]([C@@H](O[C@H]9C(=O)O)O[C@@H]1[C@H](O[C@@H]([C@@H]([C@H]1O)NS(=O)(=O)O)O)COS(=O)(=O)O)OS(=O)(=O)O)O)COS(=O)(=O)O)O)O)COS(=O)(=O)O)OS(=O)(=O)O)O)COS(=O)(=O)O)OS(=O)(=O)O)O)COS(=O)(=O)O)C(=O)O